stearylbenzyldimethylammonium chloride [Cl-].C(CCCCCCCCCCCCCCCCC)[N+](C)(C)CC1=CC=CC=C1